COC1=CC=C(C=N1)CC(=O)NC1=NNC(=C1)[C@H]1C[C@H](CC1)N(C([O-])=O)C1CCC(CC1)(C)O (1S,3R)-3-(3-{[(6-methoxypyridin-3-yl)acetyl]amino}-1H-pyrazol-5-yl)cyclopentyl(cis-4-hydroxy-4-methylcyclohexyl)carbamate